C(CCOCCOCCOCCOCCCC1=C2CN(C(C2=CC=C1)=O)C1C(N(C(CC1)=O)C(=O)OC(C)(C)C)=O)C1=C2CN(C(C2=CC=C1)=O)C1C(N(C(CC1)=O)C(=O)OC(C)(C)C)=O Di-tert-butyl 3,3'-((4,7,10,13-tetraoxahexadecane-1,16-diyl)bis(1-oxoisoindoline-4,2-diyl))bis(2,6-dioxopiperidine-1-carboxylate)